C1(CC1)C1=NC(=C(C(=O)N)C=C1C)NC=1C=NC=C(C1)CCNC([C@H](C)N(C(\C=C\CN(C)C)=O)C)=O (S,E)-6-cyclopropyl-2-((5-(2-(2-(4-(dimethylamino)-N-methylbut-2-enamido)propanamido)ethyl)pyridin-3-yl)amino)-5-methylnicotinamide